N-(8-chloroisoquinolin-5-yl)-3-methoxy-4-[(1-methylpiperidin-4-yl)amino]benzamide ClC=1C=CC(=C2C=CN=CC12)NC(C1=CC(=C(C=C1)NC1CCN(CC1)C)OC)=O